ClC1=C(C(=CC(=C1)B1OC(C(O1)(C)C)(C)C)OC)C=C1CCN(CC1)C(=O)OC(C)(C)C tert-butyl 4-[[2-chloro-6-methoxy-4-(4,4,5,5-tetramethyl-1,3,2-dioxaborolan-2-yl)phenyl]methylene]piperidine-1-carboxylate